O1C(=NC2=C1C=CC=C2)C2=C(C(N(C(=N2)C2=NC1=C(N2C2CCC2)C=C(C=C1)N1N=NNC1=O)C)=O)O 6-(1,3-benzoxazol-2-yl)-2-[1-cyclobutyl-6-(5-oxo-4H-1,2,3,4-tetrazol-1-yl)-1,3-benzodiazol-2-yl]-5-hydroxy-3-methylpyrimidin-4-one